(1S,4R)-cis-4-acetoxy-2-cyclopenten-1-ol CC(=O)O[C@@H]1C[C@@H](C=C1)O